3-(piperazin-1-yl)azetidine-1-carboxylic acid tert-butyl ester C(C)(C)(C)OC(=O)N1CC(C1)N1CCNCC1